(1-methyl-4-piperidyl)methoxyl-4-oxochromene-2-carboxamide hydrochloride Cl.CN1CCC(CC1)COC1=C(OC2=CC=CC=C2C1=O)C(=O)N